[6-chloro-3-iodo-1-(oxaN-2-yl)-1H-pyrazolo[3,4-b]pyrazine-5-yl]methanol ClC1=C(N=C2C(=N1)N(N=C2I)C2OCCCC2)CO